N1(CCC1)C1=NC=NC=C1C#N 4-(azetidin-1-yl)pyrimidine-5-carbonitrile